(S)-3-(1-oxo-5-(piperazin-1-yl)isoindol-2-yl)piperidine-2,6-dione benzenesulfonate C1(=CC=CC=C1)S(=O)(=O)O.O=C1N(CC2=CC(=CC=C12)N1CCNCC1)[C@@H]1C(NC(CC1)=O)=O